3-bromo-2-(bromomethyl)propionic acid methyl ester COC(C(CBr)CBr)=O